2-(5-((E)-((1S,2S,5R)-2-fluoro-8-azabicyclo[3.2.1]octan-3-ylidene)methyl)pyrazin-2-yl)-5-(5-methyl-2H-tetrazol-2-yl)phenol F[C@@H]\1[C@@H]2CC[C@H](C/C1=C\C=1N=CC(=NC1)C1=C(C=C(C=C1)N1N=C(N=N1)C)O)N2